4-(5-(4-((2-(3-carboxypropionyl)-6-methoxybenzo[b]selenophen-5-yl)amino)butyl)-6-methoxybenzo[b]selenophen-2-yl)-4-oxobutanoic acid C(=O)(O)CCC(=O)C1=CC2=C([Se]1)C=C(C(=C2)NCCCCC2=CC1=C([Se]C(=C1)C(CCC(=O)O)=O)C=C2OC)OC